6-(1H-imidazol-1-yl)-N-((1s,4s)-4-methoxycyclohexyl)picolinamide N1(C=NC=C1)C1=CC=CC(=N1)C(=O)NC1CCC(CC1)OC